Cl.FC(N1N=C(C=C1)C=1C=CC2=C(C1)CO[C@@H]1[C@H]2NCCC1)(F)F Cis-(4aS,10bS)-8-(1-(trifluoromethyl)-1H-pyrazol-3-yl)-2,3,4,4a,6,10b-hexahydro-1H-isochromeno[4,3-b]pyridine hydrochloride